5'-fluoro-2,6-dimethyl-2'-((4-(7-((2-oxo-2,3-dihydro-1H-benzo[d]imidazol-5-yl)methyl)-2,7-diazaspiro[4.4]nonan-2-yl)pyrimidin-5-yl)oxy)-[1,1'-biphenyl]-4-carbonitrile FC=1C=CC(=C(C1)C1=C(C=C(C=C1C)C#N)C)OC=1C(=NC=NC1)N1CC2(CC1)CN(CC2)CC2=CC1=C(NC(N1)=O)C=C2